C(C)OC(C(C1CCCC1)C=C)=O vinyl-cyclopentylacetic acid ethyl ester